Cl.BrC1=C(C=NC=C1)C 4-bromo-3-methyl-pyridine hydrochloride